C1OCC(C12CCNCC2)N 2-oxa-8-azaspiro[4.5]Decan-4-amine